FC(F)(F)C=1C2=C(C(=C(C=3C=4C=CC=C5C=CC=C(C(=CC1)C23)C54)C(F)(F)F)C(F)(F)F)CCCC(=O)Cl 4-(Tris(trifluoromethyl)perylene-3-yl)butanoyl chloride